FC(OC1=CC=C(C=C1)N1N=C(C(=C1N(C)C)C(=O)OCC)C)F ethyl 1-(4-(difluoromethoxy) phenyl)-5-(dimethylamino)-3-methyl-1H-pyrazole-4-carboxylate